CN(N)C 1,1-dimethyl-hydrazine